4-(2-{[(4aS,7aR)-1-cyclobutyl-octahydro-1H-cyclopenta[b]pyridin-4a-yl]methoxy}-8-fluoro-4-(1,4-oxazepan-4-yl)pyrido[4,3-d]pyrimidin-7-yl)-5-ethynyl-6-fluoronaphthalen-2-ol C1(CCC1)N1[C@H]2[C@@](CCC1)(CCC2)COC=2N=C(C1=C(N2)C(=C(N=C1)C1=CC(=CC2=CC=C(C(=C12)C#C)F)O)F)N1CCOCCC1